N-((5-(3-amino-1-methyl-1H-pyrazol-5-yl)-1,3,4-oxadiazol-2-yl)methyl)-2-(2,4-bis(trifluoromethyl)phenyl)-N-(4-fluorophenyl)acetamide NC1=NN(C(=C1)C1=NN=C(O1)CN(C(CC1=C(C=C(C=C1)C(F)(F)F)C(F)(F)F)=O)C1=CC=C(C=C1)F)C